C(C)(C)(C)OC(=O)N1C(=CC2=CC(=CC=C12)O[Si](C)(C)C(C)(C)C)B(O)O {1-[(t-butoxy)carbonyl]-5-[(t-butyldimethylsilyl)oxy]-1H-indol-2-yl}boronic acid